CN1CC2(CN(C2)CC=2C=CC=NC2)C1 5-((6-methyl-2,6-diazaspiro[3.3]heptan-2-yl)methyl)pyridin